OC[C@@]1([C@@H](CC([C@H]2[C@H](C(CCC12)=C)CCOC1=CC=C(C=C1)[N+](=O)[O-])C)O)C (1R,2R,4aS,5R)-1-(hydroxymethyl)-1,4-dimethyl-6-methylene-5-(2-(4-nitrophenoxy)ethyl)decahydronaphthalen-2-ol